NN1C(=NC(=C1C(=O)N)C1=CC=C(C=C1)C(NC1=NC=C(C=C1)C)=O)[C@H]1N(CCCC1)C(C=C(C)C)=O (S)-1-Amino-2-(1-(3-methylbut-2-enoyl)piperidin-2-yl)-4-(4-((5-methylpyridin-2-yl)carbamoyl)phenyl)-1H-imidazol-5-carboxamid